methyl (4R*,8R*)-2-[(tert-butoxycarbonyl)amino]-10-cyano-4,7,8,9-tetrahydro-4,8-epimino[1,3]thiazolo[5,4-d]azocine-6(5H)-carboxylate C(C)(C)(C)OC(=O)NC=1SC=2[C@H]3CN(C[C@@H](CC2N1)N3C#N)C(=O)OC |o1:11,15|